N-(4-((4-(3-Methylcyclobutyl)piperidin-1-yl)sulfonyl)phenyl)-2-(N-methylmethylsulfonamido)benzamide CC1CC(C1)C1CCN(CC1)S(=O)(=O)C1=CC=C(C=C1)NC(C1=C(C=CC=C1)N(S(=O)(=O)C)C)=O